6-((1-((5-chloropyridin-2-yl)methyl)-3-oxoisoindolin-2-yl)methyl)benzo[d]oxazol-2(3H)-one ClC=1C=CC(=NC1)CC1N(C(C2=CC=CC=C12)=O)CC1=CC2=C(NC(O2)=O)C=C1